C1=CC=CC=2C3=CC=CC=C3C(C12)COC(=O)C(C(=O)O)NC 9H-fluoren-9-ylmethoxycarbonyl(methyl)aminoacetic acid